C12CN(CC(CC1)N2)C2=NC(=NC1=C(C(=C(C=C21)C(F)(F)F)C2=CC=C(C=1SC(=C(C12)C#N)N)F)F)OCC1(COCC1)O 4-(4-(3,8-diazabicyclo[3.2.1]octan-3-yl)-8-fluoro-2-((3-hydroxytetrahydrofuran-3-yl)methoxy)-6-(trifluoromethyl)quinazolin-7-yl)-2-amino-7-fluorobenzo[b]thiophene-3-carbonitrile